CN(CCO[C@H](CSC=1C(=C(C=C2C(NC(NC12)=O)=O)C(F)(F)F)C1=CC=C(C=C1)F)CO)C (S)-8-((2-(2-(dimethylamino)ethoxy)-3-hydroxypropyl)thio)-7-(4-fluorophenyl)-6-(trifluoromethyl)quinazoline-2,4(1H,3H)-dione